C(C)(C)OC1=CC=2N(C=C1C(=O)NC=1C=NN3C1N=CC=C3)C=C(N2)C2CCNCC2 7-isopropoxy-2-(4-piperidyl)-N-pyrazolo[1,5-a]pyrimidin-3-yl-imidazo[1,2-a]pyridine-6-carboxamide